[Br-].C[N+]1(C(C=CC=C1C)C)C N-methyl-1,2,6-trimethylpyridinium bromide